Cl.O1C[C@H](CC1)NC=1C=CC=C2CCNCC12 (S)-N-(tetrahydrofuran-3-yl)-1,2,3,4-tetrahydroisoquinolin-8-amine hydrochloride